Disodium Phosphate, Dihydrate O.O.P(=O)([O-])([O-])O.[Na+].[Na+]